1-aminopropan-2-one NCC(C)=O